O1C=2C(OCC1COCCCC(S(=O)(=O)[O-])F)=CSC2.[K+] potassium 4-[(2,3-dihydrothieno[3,4-b]-[1,4]dioxin-2-yl) methoxy]-1-fluoro-1-butanesulfonate